1-(3-cyano-4-methylamino-phenyl)-imidazole-4-carboxylic acid C(#N)C=1C=C(C=CC1NC)N1C=NC(=C1)C(=O)O